C(CCCOP(=O)(O)O)CCN The molecule is a monoalkyl phosphate in which the alkyl group is specified as 6-aminohexyl. It is a monoalkyl phosphate and a primary amino compound.